OC=1C=C(C=CC1OC([2H])([2H])[2H])CC(=O)O 2-(3-hydroxy-4-(methoxy-d3)phenyl)acetic acid